2-iodo-4,4'-dichloro-1,1'-biphenyl IC1=C(C=CC(=C1)Cl)C1=CC=C(C=C1)Cl